F[C@@H]1C[C@@]2(CCCN2C1)COC=1N=C(C2=C(N1)C(=C(N=C2)C2=CC(=CC1=CC=C(C(=C21)C#C)F)O)F)N2C1CCCC2CC1 4-(2-{[(2r,7as)-2-fluoro-hexahydro-1H-pyrrolizin-7a-yl]methoxy}-4-{8-azabicyclo[3.2.1]oct-8-yl}-8-fluoropyrido[4,3-d]pyrimidin-7-yl)-5-ethynyl-6-fluoronaphthalene-2-ol